CN(CCCCNC(=N)NC1=NC2=CC=CC=C2C(=N1)C)C 1-(4-(Dimethylamino)butyl)-3-(4-methylquinazolin-2-yl)guanidine